[Sn].[Pt].[Pd].N1C=NC(=C2C1=NC=C2)C=2C=NN(C2)C2(CN(C2)S(=O)(=O)CC)CC(=O)NCC(F)(F)F 2-(3-(4-(1H-pyrrolo[2,3-d]pyrimidin-4-yl)-1H-pyrazol-1-yl)-1-(ethanesulfonyl)azetidin-3-yl)-N-(2,2,2-trifluoroethyl)acetamide Palladium-platinum tin